rac-N-[(3S,4R)-7-methyl-4-({[(1S,4S)-4-methylcyclohexyl]oxy}methyl)-6-oxo-1,3,4,6-tetrahydro-2H-quinolizin-3-yl]methanesulfonamide CC=1C(N2[C@H]([C@H](CCC2=CC1)NS(=O)(=O)C)COC1CCC(CC1)C)=O |r|